Cl.BrC1=CC=C(C=C1)C1NCCOC1 3-(4-bromophenyl)morpholine hydrochloride